CC(COC1=C(C=C(C=C1)[N+](=O)[O-])C[S@](=O)C)(C)NC(OC(C)(C)C)=O |r| (±)-tert-Butyl (2-methyl-1-(2-((methylsulfinyl)methyl)-4-nitrophenoxy)propan-2-yl)carbamate